N1=C(C=CC=C1)[C@H](C)N (1S)-1-(2-pyridyl)ethylamine